ClC1=CC=C(C=C(C(=O)OCC(C)C)C#N)C=C1 isobutyl 4-chloro-α-cyanocinnamate